1-((2R,4aS,4bR,6aS,7S,7aS,8aR,8bR,8cR,10aR)-2-Hydroxy-2,6a-dimethyloctadecahydrocyclopropa[4,5]cyclopenta[1,2-a]phenanthren-7-yl)-2-(4-(trifluoromethyl)-1H-pyrazol-1-yl)ethan-1-one O[C@@]1(CC[C@@H]2[C@H]3CC[C@]4([C@H]([C@@H]3CC[C@@H]2C1)[C@H]1[C@@H]([C@@H]4C(CN4N=CC(=C4)C(F)(F)F)=O)C1)C)C